α-propyl-ε-caprolactone C(CC)C1C(=O)OCCCC1